C(C1=CC=CC=C1)OCC1[C@H]2C[C@@H]([C@@H](C1)O2)C#N |r| rac-(1R,2R,4R)-5-((benzyloxy)methyl)-7-oxabicyclo[2.2.1]heptane-2-carbonitrile